C(C)(C)(C)OC(=O)N1C(C(C2(CC1)CC=CCC2)C2=C(C1=C(N=CN=C1N)N2C)C=2C=NC(=CC2)OC)C (4-amino-5-(6-methoxypyridin-3-yl)-7-methyl-7H-pyrrolo[2,3-d]pyrimidin-6-yl)-2-methyl-3-azaspiro[5.5]undec-8-ene-3-carboxylic acid tert-butyl ester